4-amino-3,6-dichloropicolinic acid NC1=C(C(=NC(=C1)Cl)C(=O)O)Cl